C(C)(=O)C1=C(C(=NC(=C1)F)N1N=C(C=C1C)C#N)Cl 1-(4-acetyl-3-chloro-6-fluoro-2-pyridyl)-5-methyl-pyrazole-3-carbonitrile